(R)-1'-(10-bromo-7,8-difluoro-6,11-dihydrodibenzo[b,e]thiepin-11-yl)-4',6'-dioxo-1',2',4',6'-tetrahydrospiro[cyclobutane-1,3'-pyrido[1,2-b]pyridazin]-5'-yl acetate C(C)(=O)OC=1C(C=CN2N(CC3(C(C21)=O)CCC3)[C@@H]3C2=C(SCC1=C3C(=CC(=C1F)F)Br)C=CC=C2)=O